CN1N=C2C=CC(=CC2=C1)C=1OC2=C(C=C(C=C2C(C1)=O)C(F)(F)F)[C@H](C)NC1=C(C(=O)O)C=CC=C1 (S)-2-((1-(2-(2-methyl-2H-indazol-5-yl)-4-oxo-6-(trifluoromethyl)-4H-chromen-8-yl)ethyl)amino)benzoic acid